2-amino-6-borono-2-(3-(4-(4-methylbenzoyl)piperazin-1-yl)propyl)hexanoic acid NC(C(=O)O)(CCCCB(O)O)CCCN1CCN(CC1)C(C1=CC=C(C=C1)C)=O